isoquinoline-4-carboxylate C1=NC=C(C2=CC=CC=C12)C(=O)[O-]